4-(tert-butyl) 2-methyl 2,6,6-trimethylmorpholine-2,4-dicarboxylate CC1(CN(CC(O1)(C)C)C(=O)OC(C)(C)C)C(=O)OC